C(CC(=O)O)(=O)SCCNC(CCNC([C@@H](C(COP(OP(OC[C@@H]1[C@H]([C@H]([C@@H](O1)N1C=NC=2C(N)=NC=NC12)O)OP(=O)(O)O)(=O)O)(=O)O)(C)C)O)=O)=O malonyl-COA